[3-14C]Pyrazolo[3,4-d]Pyrimidin-4-amine N1N=[14CH]C=2C1=NC=NC2N